BrC1=C(C=C(C(=O)N2CC=3C(=NN4C3C(NC[C@H]4CO[Si](C4=CC=CC=C4)(C4=CC=CC=C4)C(C)(C)C)=O)C[C@H]2C)C=C1)Cl (3R,7S)-2-(4-bromo-3-chlorobenzoyl)-7-(((tert-butyldiphenylsilyl)oxy)methyl)-3-methyl-1,2,3,4,8,9-hexahydropyrido[4',3':3,4]pyrazolo[1,5-a]pyrazin-10(7H)-one